3-acetyl-2,5-dimethyl-thiophene C(C)(=O)C1=C(SC(=C1)C)C